OCCC(=C(C(=O)N)CCO)CCCCCCCC Bis(2-hydroxyethyl)undecenamide